3-(5-((1r,2r)-2-(diethylamino)cyclobutoxy)-1-oxoisoindolin-2-yl)piperidine-2,6-dione C(C)N([C@H]1[C@@H](CC1)OC=1C=C2CN(C(C2=CC1)=O)C1C(NC(CC1)=O)=O)CC